BrC1=CC=C(C=C1)C#CCN(C1=CC=CC=C1)C(=S)F (3-(4-bromophenyl)prop-2-yn-1-yl)(phenyl)aminothioformylfluoride